BrC1=C(C=CC=2SC(=CC21)C(=O)O)F 4-bromo-5-fluorobenzo[b]thiophene-2-carboxylic acid